FC1=C(C(=O)N=S2(CCOCC2)=O)C=CC(=C1)C1=NOC(=N1)C(F)(F)F 2-fluoro-N-(4-oxido-1,4λ6-oxathian-4-ylidene)-4-(5-(trifluoromethyl)-1,2,4-oxadiazol-3-yl)benzamide